(3-Aminopropyl)Methacrylamide Hydrochloride Cl.NCCCC=C(C(=O)N)C